6-[(4-methoxyphenyl)-methyl]-7-methyl-7H-pyrrolo[3,4-b]pyridin-5-one COC1=CC=C(C=C1)CN1C(C2=NC=CC=C2C1=O)C